COC1=C(C=CC(=C1)OC)C(C1=CC=C(OCC(=O)O)C=C1)NC(=O)OCC1C2=CC=CC=C2C2=CC=CC=C12 4-[(2,4-dimethoxyphenyl)(Fmoc-amino)methyl]-phenoxyacetic acid